BrC12C=CC(C=C1)C2 1-Bromo-2,5-Norbornadien